4-chloro-6-methyl-2-(1-methyl-1H-pyrrol-3-yl)thieno[2,3-d]pyrimidine ClC=1C2=C(N=C(N1)C1=CN(C=C1)C)SC(=C2)C